[4-[(E)-2-(1H-indazol-3-yl)ethenyl]phenyl]-piperazin-1-ylmethanone N1N=C(C2=CC=CC=C12)/C=C/C1=CC=C(C=C1)C(=O)N1CCNCC1